[1,2]thiazine-1,1-dioxide S1(NC=CC=C1)(=O)=O